N(=O)N(C1=CC=CC2=CC=CC=C12)O N-nitroso-N-(1-naphthyl)hydroxyamine